FC1=C(C(=C(C(=C1[B-](C1=C(C(=C(C(=C1F)F)F)F)F)(C1=C(C(=C(C(=C1F)F)F)F)F)C1=C(C(=C(C(=C1F)F)F)F)F)F)F)F)F.[N+](=O)([O-])C1=CC=C(C[N+](C2=CC=CC=C2)(C)C)C=C1 N-(4-nitrobenzyl)-N,N-dimethylanilinium tetrakis(pentafluorophenyl)borate